C(C1=CC=CC=C1)(=O)C1=CC=C(C(=O)OCCSSCCOC(C(=C)C)=O)C=C1 2-((2-(methacryloyloxy)ethyl)disulfaneyl)ethyl 4-benzoylbenzoate